(S*)-5-(1-((tert-butyldimethylsilyl)oxy)-2,2,2-trifluoroethyl)-1-ethyl-4-methoxy-1H-indazol-3-amine [Si](C)(C)(C(C)(C)C)O[C@H](C(F)(F)F)C=1C(=C2C(=NN(C2=CC1)CC)N)OC |o1:8|